ClC1=CC=C(C=C1)C1=N[C@H](C=2N(C3=C1C(=C(S3)C)C)C(=NN2)C)CCN2CCN(CC2)CC2=C(C=CC=C2)C2C(NC(CC2)=O)=O 3-(2-((4-(2-((S)-4-(4-chlorophenyl)-2,3,9-trimethyl-6H-thieno[3,2-f][1,2,4]triazolo[4,3-a][1,4]diazepin-6-yl)ethyl)piperazin-1-yl)methyl)phenyl)piperidine-2,6-dione